4-(4-phenylbutyl)styrene C1(=CC=CC=C1)CCCCC1=CC=C(C=C)C=C1